(2R,4R)-2-methyl-N-((R)-tetrahydrofurane-3-yl)piperidin-4-amine C[C@H]1NCC[C@H](C1)N[C@H]1COCC1